C(C=CCC)(=O)C1C(=O)N(C(C1)=O)O pentenoyl-N-hydroxysuccinimide